C1(=CC=CC=C1)C(=O)N[C@@H](C)C1=CC=C(C=C1)NC(=O)NCC1=CC=C(C=C1)Cl ({4-[(1S)-1-(phenylcarbonylamino)ethyl]phenyl}amino)-N-[(4-chlorophenyl)methyl]carboxamide